diisobutyl (2-methylbutylidene)malonate CC(C=C(C(=O)OCC(C)C)C(=O)OCC(C)C)CC